C1CCC2=C(C=3CCCC3C=C12)NC(=O)N=S(=O)(N)C=1SC=C2C1C(N(C2)C)C N'-((1,2,3,5,6,7-hexahydro-s-indacen-4-yl)carbamoyl)-5,6-dimethyl-5,6-dihydro-4H-thieno[3,4-c]pyrrole-1-sulfonimidamide